2-(benzylsulfanyl)-5-bromo-1,3-thiazole C(C1=CC=CC=C1)SC=1SC(=CN1)Br